ETHYLHEXYLSALICYLATE C(C)C1=C(C(C(=O)[O-])=CC=C1)OCCCCCC